methyl 5-((allyl (tert-butoxycarbonyl) amino) methyl)-4-methoxypicolinate C(C=C)N(C(=O)OC(C)(C)C)CC=1C(=CC(=NC1)C(=O)OC)OC